COC=C(C(=O)N)N(C1=CC=C2C(=CC(OC2=C1)=O)C1=C(C=CC=C1)C)C 3-methoxy-2-(methyl(2-oxo-4-(o-tolyl)-2H-chromen-7-yl)amino)propenamide